ClC1=NC(=NC(=C1)Cl)C(C)(C)O 2-(4,6-Dichloropyrimidin-2-yl)propan-2-ol